P(=O)(OCCCCC)([O-])[O-] mono-pentyl orthophosphate